ClC=1C=C(C=CC1O)C[C@@H](CNC(=O)[C@H]1[C@](C1)(C1=CC=CC=C1)C)N(C)C (1R,2S)-N-((S)-3-(3-chloro-4-hydroxyphenyl)-2-(dimethylamino)-propyl)-2-methyl-2-phenylcyclopropane-1-carboxamide